CS(=O)(=O)O.NC1=NC=CC(=N1)C1=C(N=C(S1)C(C)(C)C)C=1C(=C(C=CC1)NS(=O)(=O)C1=C(C=CC=C1F)F)F N-{3-[5-(2-Amino-4-pyrimidinyl)-2-(1,1-dimethylethyl)-1,3-thiazol-4-yl]-2-fluorophenyl}-2,6-difluorobenzenesulfonamide, methanesulfonate salt